4-(4-fluoro-1-methyl-1H-pyrazol-5-yl)aniline FC=1C=NN(C1C1=CC=C(N)C=C1)C